2-methyl-4-oxa-1-azatricyclo[7.3.1.05,13]tridec-an-5(13),6,8,11-tetraen-10-one CC1N2C=CC(C3=CC=CC(OC1)=C23)=O